CN(/C=C/C(=O)C1=C(C=C(C=C1)Br)O)C (E)-3-(dimethylamino)-1-(4-bromo-2-hydroxyphenyl)prop-2-en-1-one